ClC=1N=C(NC1[C@H]1[C@H](CN(CC1)S(=O)(=O)CCNS(=O)(=O)NC(OC(C)(C)C)=O)C)C1=NC=C(C=C1)F Tert-butyl N-[2-[[(3R,4R)-4-[4-chloro-2-(5-fluoro-2-pyridyl)-1H-imidazol-5-yl]-3-methyl-1-piperidyl]sulfonyl]ethylsulfamoyl]carbamate